FC1=C(C=CC(=C1)F)[C@](CC(=O)NC1(CC1)C1=C(C=CC(=C1)OCC(F)(F)F)F)(C)O (R)-3-(2,4-difluorophenyl)-N-(1-(2-fluoro-5-(2,2,2-trifluoroethoxy)phenyl)cyclopropyl)-3-hydroxybutanamide